C(C)(C)(C)OC(N(CC)C=1C=C(C=C2C3=C(NC12)N=CC(=C3Cl)Cl)C(F)(F)F)=O (3,4-dichloro-6-(trifluoromethyl)-9H-pyrido[2,3-b]indol-8-yl)(ethyl)carbamic acid tert-butyl ester